C(C)OC(C(=O)C=1N=COC1C=1C=C(C=CC1)C)=C 2-ethoxy-1-(5-(m-tolyl)oxazol-4-yl)prop-2-en-1-one